butyl 5-((2'-chloro-[2,4'-bipyrimidin]-4-yl)ethynyl)-1H-indazole-1-carboxylate ClC1=NC=CC(=N1)C1=NC=CC(=N1)C#CC=1C=C2C=NN(C2=CC1)C(=O)OCCCC